2-(2-chlorophenyl)-5-[(3-dimethylaminobenzyl)methylamino]-4,5,6,7-tetrahydro-2H-indazol-3-ol ClC1=C(C=CC=C1)N1N=C2CCC(CC2=C1O)N(C)CC1=CC(=CC=C1)N(C)C